4-diphenoxyphosphinothiotetrahydrothiophene-1,1-dioxide O(C1=CC=CC=C1)P(SC1CCS(C1)(=O)=O)OC1=CC=CC=C1